γ-glycidoxypropylethyldipropoxysilane C(C1CO1)OCCC[Si](OCCC)(OCCC)CC